C(C)(C)(C)OC(=O)N1CCC(=CC1)C1=CC=CC=2N(C(N(C21)C)=O)C2C(NC(CC2)=O)=O 4-(1-(2,6-Dioxopiperidin-3-yl)-3-methyl-2-oxo-2,3-dihydro-1H-benzo[d]imidazol-4-yl)-3,6-dihydropyridine-1(2H)-carboxylic acid tert-butyl ester